FC(C1=CC=C2C(=N1)N(C=N2)C2=CC1=C(N=CS1)C=C2)(F)F 6-(5-(Trifluoromethyl)-3H-imidazo[4,5-b]pyridin-3-yl)benzo[d]thiazol